6-ethynyl-5-fluoro-7-isopropyl-N-(1-(methylsulfonyl)piperidin-4-yl)pyrrolo[2,1-f][1,2,4]triazin-2-amine C(#C)C=1C(=C2C=NC(=NN2C1C(C)C)NC1CCN(CC1)S(=O)(=O)C)F